(3R)-3-(methylamino)pyrrolidine-1-carboxylic acid tert-butyl ester C(C)(C)(C)OC(=O)N1C[C@@H](CC1)NC